N-(2,4-Dimethoxybenzyl)-4-(3-(dimethylamino)-3-(4-methyl-3-(trifluoromethyl)-phenethyl)piperidin-1-yl)-2,6-difluoro-N-(pyrimidin-4-yl)benzenesulfonamide COC1=C(CN(S(=O)(=O)C2=C(C=C(C=C2F)N2CC(CCC2)(CCC2=CC(=C(C=C2)C)C(F)(F)F)N(C)C)F)C2=NC=NC=C2)C=CC(=C1)OC